(S)-11-(3-chloro-4-fluorophenyl)-8-((3S,5R)-3,5-dimethylpiperazin-1-yl)-3-(methoxymethoxy)-10-(trifluoromethyl)-3,4-dihydro-2H,6H-[1,4]thiazepino[2,3,4-ij]quinazolin-6-one ClC=1C=C(C=CC1F)C1=C(C=C2C(=NC(N3C2=C1SC[C@H](C3)OCOC)=O)N3C[C@@H](N[C@@H](C3)C)C)C(F)(F)F